2-methyl-N-(6-(1-methyl-1H-pyrazol-4-yl)isoquinolin-3-yl)-1-((1-methylpiperidin-4-yl)sulfonyl)-1H-pyrrole-3-carboxamide CC=1N(C=CC1C(=O)NC=1N=CC2=CC=C(C=C2C1)C=1C=NN(C1)C)S(=O)(=O)C1CCN(CC1)C